FC(C1=NC=CC(=C1)C1=NOC(=N1)[C@H](CC)N)(F)F (S)-1-(3-(2-(trifluoromethyl)pyridin-4-yl)-1,2,4-oxadiazol-5-yl)propan-1-amine